N-(4-(1,2-dimethyl-1H-imidazol-5-yl)-2-methoxyphenyl)-6-methyl-8-(7-oxa-2-azaspiro[3.5]nonan-2-yl)pyrido[3,4-d]pyrimidin-2-amine CN1C(=NC=C1C1=CC(=C(C=C1)NC=1N=CC2=C(N1)C(=NC(=C2)C)N2CC1(C2)CCOCC1)OC)C